tert-butyl (1R,3R,5S)-3-[[5-cyclopropyl-3-(2,6-dichlorophenyl)-1,2-oxazol-4-yl]carbonyloxy]-8-azabicyclo[3.2.1]octane-8-carboxylate C1(CC1)C1=C(C(=NO1)C1=C(C=CC=C1Cl)Cl)C(=O)OC1C[C@H]2CC[C@@H](C1)N2C(=O)OC(C)(C)C